N-[[[4-(Acetylamino)phenyl]amino]thioxomethyl]-4-(1,1-dimethylethyl)benzamide C(C)(=O)NC1=CC=C(C=C1)NC(NC(C1=CC=C(C=C1)C(C)(C)C)=O)=S